O=C(C(=O)OCCCCCCCC(OC(CCCCCC)CCCCCCCC)=O)CCC(=O)OCCCCCCCC(OC(CCCCCC)CCCCCCCC)=O bis(8-oxo-8-(pentadecan-7-yloxy)octyl) 2-oxopentanedioate